(4aR,8aS)-6-(3-Methyl-4-(((5-methyl-6-(trifluoromethyl)pyridin-3-yl)oxy)methyl)piperidin-1-carbonyl)hexahydro-2H-pyrido[4,3-b][1,4]oxazin-3(4H)-on CC1CN(CCC1COC=1C=NC(=C(C1)C)C(F)(F)F)C(=O)N1C[C@@H]2[C@@H](OCC(N2)=O)CC1